trans-3-undecene-1,11-dicarboxylic acid C(C\C=C\CCCCCCCC(=O)O)C(=O)O